C(C1=CC=CC=C1)SC1=C(C=C(C=C1)NC([C@H](CC1=CC=CC=C1)NC(C1=CC=C(C=C1)F)=O)=O)Cl (S)-N-(1-(4-(benzylthio)-3-chlorophenylamino)-1-oxo-3-phenylpropan-2-yl)-4-fluorobenzamide